N-(4-(2-(4-fluorophenyl)-5-(2,2,2-trifluoroacetyl)-4,5,6,7-tetrahydropyrazolo[1,5-a]pyrazin-3-yl)pyridin-2-yl)acetamide decyloleat C(CCCCCCCCC)OC(CCCCCCC\C=C/CCCCCCCC)=O.FC1=CC=C(C=C1)C1=NN2C(CN(CC2)C(C(F)(F)F)=O)=C1C1=CC(=NC=C1)NC(C)=O